COC(=O)C1=NNC(=C1Br)CS(=O)(=O)C 4-bromo-5-(methylsulfonylmethyl)-1H-pyrazole-3-carboxylic acid methyl ester